C1(CCCCC1)OC(C)OC(=O)C1C2C=CC(C1C(=O)OC(C)OC1CCCCC1)C2 5,6-bis(1-(cyclohexyloxy)ethoxycarbonyl)-2-norbornene